FC(N1N=CC(=C1)CO)F (1-(difluoromethyl)-1H-pyrazol-4-yl)methanol